N1=C(C=C(C(=C1)C(=O)O)SSC1=CC(=NC=C1C(=O)O)C(=O)O)C(=O)O 4,4'-dithiobis(2,5-pyridinedicarboxylic acid)